ethyl (2E)-3-(7-cyclopropyl-1,4-dimethyl-1H-benzotriazol-5-yl)prop-2-enoate C1(CC1)C1=CC(=C(C2=C1N(N=N2)C)C)/C=C/C(=O)OCC